C1=CC(=CC=C1C(=O)O)[O-] p-hydroxybenzoate